FC(C1=NN=C(O1)C=1C=CC(=NC1)CN1C(N(C2=C1C=C(C=C2)F)C2CCN(CC2)C(C)C)=O)F 3-((5-(5-(difluoromethyl)-1,3,4-oxadiazol-2-yl)pyridin-2-yl)methyl)-5-fluoro-1-(1-isopropylpiperidin-4-yl)-1,3-dihydro-2H-benzo[d]imidazol-2-one